(7aS,11aR)-7-methyl-N-(3-methyl-4-((1-methyl-1H-benzo[d]imidazol-5-yl)oxy)phenyl)-7a,8,9,10,11,11a-hexahydro-7H-pyrido[3',4':5,6][1,4]oxazino[2,3-f]quinazolin-1-amine CN1[C@@H]2[C@H](OC=3C4=C(N=CN=C4C=CC31)NC3=CC(=C(C=C3)OC3=CC1=C(N(C=N1)C)C=C3)C)CCNC2